[N+](=O)([O-])C1=CC2=C(N(C=N2)COCC[Si](C)(C)C)C=C1 5-nitro-1-((2-(trimethylsilyl)ethoxy)methyl)-1H-benzo[d]imidazole